Cl.C(C)(C)(C)N[C@@H](C(C)C)C(=O)O.C1(CC1)C=1N=NN(C1)[C@H](C(=O)N1[C@@H](C[C@H](C1)O)C(=O)NCCC1=CN=C(O1)C)C(C)(C)C (2S,4r)-1-[(2S)-2-(4-cyclopropyl-triazol-1-yl)-3,3-dimethyl-butyryl]-4-hydroxy-N-[2-(2-methyl-oxazol-5-yl)ethyl]pyrrolidine-2-carboxamide tert-butyl-L-valinate hydrogen chloride